NC1=NC=NC(=C1C=C[C@H]1N(CCC1)C(=O)OC(C)(C)C)Cl tert-butyl (S)-2-(2-(4-amino-6-chloropyrimidin-5-yl)vinyl)pyrrolidine-1-carboxylate